N-(5-fluoropyridin-3-yl)-5-oxopyrrolidine-2-carboxamide FC=1C=C(C=NC1)NC(=O)C1NC(CC1)=O